C[C@@H]1CC[C@H](NC1)C1=CC2=CNN=C2C=C1 |r| Rac-5-((2s,5r)-5-methylpiperidin-2-yl)-2H-indazole